[Ba].[Hg].[Ge].[Se] selenium germanium mercury barium